1-propylamino-3-methylimidazolium bromide salt [Br-].C(CC)NN1C=[N+](C=C1)C